1-tert-butoxycarbonyl-5-isobutoxy-piperidine-3-carboxylic Acid C(C)(C)(C)OC(=O)N1CC(CC(C1)OCC(C)C)C(=O)O